Cl.FC1=C(OC2CC(C2)N)C=CC=C1F (1r,3r)-3-(2,3-difluorophenoxy)cyclobutan-1-amine hydrochloride